{7-[(3S,5S)-3,5-dimethyl-1-piperazinyl]-1-cyclopropyl-3-[5-(difluoromethyl)-1,3,4-thiadiazol-2-yl]-2-oxo-1,3-dihydro-1,3-benzimidazol-5-ylsulfonyl}(3-methyl-3-oxetanyl)amine C[C@H]1CN(C[C@@H](N1)C)C1=CC(=CC2=C1N(C(N2C=2SC(=NN2)C(F)F)=O)C2CC2)S(=O)(=O)NC2(COC2)C